BrC=1C=C(C(=C(C1)OC(C(C)C)=O)O)C=NC1=C(C(=CC=C1)Cl)Cl 5-bromo-3-((2,3-dichloro-phenylimino)meth-yl)-2-hydroxyphenyl-isobutyrate